N'-(3-ethoxysalicylidene)-2-(3-ethoxysalicylidene)benzoyl-hydrazine C(C)OC1=C(C(C=NNC(C2C(C=CC=C2)=CC=2C(O)=C(C=CC2)OCC)=O)=CC=C1)O